NC=1C=C(C=CC1)C1=NOC(=N1)NC=1C(=C2C=NNC2=CC1)Cl 3-(3-aminophenyl)-N-(4-chloro-1H-indazol-5-yl)-1,2,4-oxadiazol-5-amine